C(C)(C)(C)C1=CC=C(C=C1)C 1-t-butyl-4-methylbenzene